C(C)(C)N1CCN(CC1)C1=CC=C(C=C1)C=1C=C2C(=NC1)N=C(N2C)C2=CC=C(C=C2)S(=O)(=O)C 6-(4-(4-isopropylpiperazin-1-yl)phenyl)-1-methyl-2-(4-(methylsulfonyl)phenyl)-1H-imidazo[4,5-b]pyridine